[As].N1=CC=CC=C1 pyridine arsenic